pentadecane-4,12-diol CCCC(CCCCCCCC(CCC)O)O